2-((4-Methoxybenzyl)oxy)pyrazolo[1,5-a]pyridine-3-carboxylic acid COC1=CC=C(COC2=NN3C(C=CC=C3)=C2C(=O)O)C=C1